ClC=1C(=CC2=C(N=C(N=C2N[C@H](C)C2=CC(=CC=C2)C(CO)(F)F)C)N1)C1(CC1)C#N (R)-1-(7-chloro-4-((1-(3-(1,1-difluoro-2-hydroxyethyl)phenyl)ethyl)amino)-2-methylpyrido[2,3-d]pyrimidin-6-yl)cyclopropane-1-carbonitrile